BrC=1C(=C(C(=CC1)Cl)C(C)O)F 1-(3-bromo-6-chloro-2-fluorophenyl)ethan-1-ol